N(C(=O)N)CCC1=C(C=C(C=C1)[N+](=O)[O-])N 1-(2'-ureido-ethyl)-amino-4-nitrobenzene